acryloyl-Nε-t-butoxycarbonyl-D-lysine C(C=C)(=O)N[C@H](CCCCNC(=O)OC(C)(C)C)C(=O)O